3-chloro-2,4,5-trimethylpyrido[3',2':4,5]thieno[2,3-d]pyridazin-8-ol ClC1=C(C2=C(SC3=C(N=NC(=C32)C)O)N=C1C)C